(1E)-5-methyl-1,4-hexadienylboronic acid pinacol ester CC(=CC/C=C/B1OC(C)(C)C(C)(C)O1)C